COC1=CC=C(C=N1)/C=C/C(=O)C1=C(C2=C(NC1=O)SC=C2)SC (E)-5-(3-(6-methoxypyridin-3-yl)acryloyl)-4-methylthiothieno[2,3-b]pyridin-6(7H)-one